3-(5,7-Difluoro-2-methyl-3,4-dihydro-2H-1-benzopyran-6-yl)-6-fluoro-1-benzothiophene-2-carboxylic acid FC1=C(C(=CC2=C1CCC(O2)C)F)C2=C(SC1=C2C=CC(=C1)F)C(=O)O